The molecule is a member of the class of prostaglandins G that is 9,11-epidioxyprosta-5,13,17-trienoic acid carrying an additional hydroperoxy substituent at the 15S-position. It is a prostaglandins G, a peroxol and an olefinic compound. It is a conjugate acid of a prostaglandin G3(1-). CC/C=C\\C[C@@H](/C=C/[C@H]1[C@H]2C[C@@H]([C@@H]1C/C=C\\CCCC(=O)O)OO2)OO